(2R,3R,11bR)-3-(2,2-dimethylpropyl)-9-[(6-fluoro-1,4-dioxepan-6-yl)methoxy]-10-methoxy-1H,2H,3H,4H,6H,7H,11bH-pyrido[2,1-a]isoquinolin-2-ol CC(C[C@H]1[C@@H](C[C@H]2N(CCC3=CC(=C(C=C23)OC)OCC2(COCCOC2)F)C1)O)(C)C